C(C)OC(=O)CCCC(CC)C(=O)OCC1=CC=CC=C1 Hexane-3,6-dicarboxylic acid O3-benzyl ester O6-ethyl ester